7-chloro-N-(3-methoxy-2,6-dimethylphenyl)-5-methylimidazo[1,2-a]pyridin-8-amine ClC1=C(C=2N(C(=C1)C)C=CN2)NC2=C(C(=CC=C2C)OC)C